6-Chloro-7-fluoro-1,4-dimethyl-1,2,3,4-tetrahydroquinoxaline ClC=1C=C2N(CCN(C2=CC1F)C)C